6-chloro-N,2-dimethyl-5-(((tetrahydro-2H-pyran-4-yl)amino)methyl)pyrimidin-4-amine ClC1=C(C(=NC(=N1)C)NC)CNC1CCOCC1